C1(CC1)N1CC(N(CC1)C(=O)NCCCCC1=CC=CC=C1)(C)C 4-cyclopropyl-2,2-dimethyl-N-(4-phenylbutyl)piperazine-1-carboxamide